tert-butyl 4-cyano-4-cyclopropyl-1-(4-methoxybenzyl)-5-oxopyrrolidine-3-carboxylate C(#N)C1(C(CN(C1=O)CC1=CC=C(C=C1)OC)C(=O)OC(C)(C)C)C1CC1